2-bromo-N-(3-methoxy-5-methylpyrazin-2-yl)-N-(methoxymethyl)pyridine-3-sulphonamide BrC1=NC=CC=C1S(=O)(=O)N(COC)C1=NC=C(N=C1OC)C